4-fluoro-N-(4-hydroxyphenylethyl)benzamide FC1=CC=C(C(=O)NCCC2=CC=C(C=C2)O)C=C1